alanyl-L-leucine N[C@@H](C)C(=O)N[C@@H](CC(C)C)C(=O)O